6-{[2,6-bis(phenyl)phenyl-(2',6'-dimethoxybiphenyl-2-yl)]-phosphino}-phenol C1(=CC=CC=C1)C1=C(C(=CC=C1)C1=CC=CC=C1)C=1C(=C(C=CC1)C1=C(C=CC=C1OC)OC)PC1=CC=CC=C1O